(2S)-1-{[(3S)-3-(aminomethyl)-1-hydroxy-1,3-dihydrobenzo[2,1-c][1,2]oxaborol-7-yl]oxy}-3-[(2-methylpropanoyl) oxy]propan-2-yl propanoate hydrochloride Cl.C(CC)(=O)O[C@@H](COC1=CC=CC2=C1B(O[C@@H]2CN)O)COC(C(C)C)=O